[2H]\C=C/C(=O)O (Z)-3-deuteroacrylic acid